ClC1=C(C(=O)N2COC3=C(C2)C=CC=C3C3=CC(=C(C(=O)O)C=C3F)N3C2COCC3CC2)C(=CC(=C1)C=1C2=C(C=NC1)N(N=N2)C)Cl 4-[3-[2,6-Dichloro-4-(3-methyltriazolo[4,5-c]pyridin-7-yl)benzoyl]-2,4-dihydro-1,3-benzoxazin-8-yl]-5-fluoro-2-(3-oxa-8-azabicyclo[3.2.1]octan-8-yl)benzoic acid